Cl.CN=C1SC=CN1C N,3-dimethylthiazol-2(3H)-imine hydrochloride